butane-Tetracarboxylic acid C(C(CC)C(=O)O)(C(=O)O)(C(=O)O)C(=O)O